2-(6-methoxy-2',6'-dimethyl-[1,1'-biphenyl]-3-yl)-5-methyl-4-((3-(methylcarbamoyl)phenyl)carbamoyl)-1H-imidazole 3-oxide COC1=CC=C(C=C1C1=C(C=CC=C1C)C)C=1NC(=C([N+]1[O-])C(NC1=CC(=CC=C1)C(NC)=O)=O)C